ClC1=C(C(=CC=C1)Cl)[C@@H]([C@H](C)O)O 1-(2,6-dichlorophenyl)-(S,S)-1,2-propanediol